ethyl 5-(N-(4-chloro-2-((((5-methylthiophene-2-yl) methyl) amino) methyl) phenyl)-N-ethylsulfamoyl)-3-methylbenzofuran-2-carboxylate ClC1=CC(=C(C=C1)N(S(=O)(=O)C=1C=CC2=C(C(=C(O2)C(=O)OCC)C)C1)CC)CNCC=1SC(=CC1)C